6-((4-cyano-2-fluorobenzyl)oxy)pyridin-2-ylpiperidine-1-carboxylic acid tert-butyl ester C(C)(C)(C)OC(=O)N1C(CCCC1)C1=NC(=CC=C1)OCC1=C(C=C(C=C1)C#N)F